C(=O)C1=CC2=C(N=C(N=C2)NC=2C=CC(=C3CCOC32)C(=O)NC)N1CC1=NC=CN=C1N(S(=O)(=O)C)C 7-((6-formyl-7-((3-(N-methylmethylsulfonamido)pyrazin-2-yl)methyl)-7H-pyrrolo[2,3-d]pyrimidin-2-yl)amino)-N-methyl-2,3-dihydrobenzofuran-4-carboxamide